C1(CC1)[C@@H]1O[C@@H](CNC1)CO [(2S,6S)-6-cyclopropylmorpholin-2-yl]methanol